rac-(2R,3S,4S,5R)-4-[[3-[6-(difluoromethyl)-2-methoxy-3-pyridyl]-4,5-dimethyl-5-(trifluoromethyl)tetrahydrofuran-2-carbonyl]amino]pyridine-2-carboxamide FC(C1=CC=C(C(=N1)OC)[C@H]1[C@@H](O[C@]([C@H]1C)(C(F)(F)F)C)C(=O)NC1=CC(=NC=C1)C(=O)N)F |r|